(6-chloro-8-fluoro-1-methyl-3,4-dihydroisoquinolin-2(1H)-yl)((R)-morpholin-2-yl)methanone hydrochloride salt Cl.ClC=1C=C2CCN(C(C2=C(C1)F)C)C(=O)[C@H]1CNCCO1